((trans)-4-(trifluoromethyl)cyclohexyl)methanol (3aR,6S,7aS)-3a,4,5,6,7,7a-hexahydro-1H-4,7-methanoinden-6-yl-propionate C1C=C[C@H]2C3C[C@@H](C([C@H]12)C3)C(C(=O)OC[C@@H]3CC[C@H](CC3)C(F)(F)F)C